C(C)(C)(C)OC(=O)N1CCN(CC1)C=1C=NC(=CC1OC)N1C(=CC=C1C)C 4-(6-(2,5-dimethyl-1H-pyrrol-1-yl)-4-methoxypyridin-3-yl)piperazine-1-carboxylic acid tert-butyl ester